4-[3-(4-Chlorophenyl)-5-[4-(4-chlorophenyl)-3-pyridyl]-3,4-dihydropyrazol-2-yl]-3,3-difluoro-4-oxo-butanoic acid ClC1=CC=C(C=C1)C1N(N=C(C1)C=1C=NC=CC1C1=CC=C(C=C1)Cl)C(C(CC(=O)O)(F)F)=O